OCC1(CCOCC1)NC(=O)C1=C(SC2=C1C=C(C=C2)OCC=2C(=NC=CC2)C(F)(F)F)C N-[4-(hydroxymethyl)oxan-4-yl]-2-methyl-5-{[2-(trifluoromethyl)pyridin-3-yl]methoxy}-1-benzothiophene-3-carboxamide